NC1(CN(CC1)C1=C(C(=CC=C1C)Cl)CN1C2=NC=NC(=C2N=C1)N)C(=O)NC1CC1 3-Amino-1-(2-((6-amino-9H-purin-9-yl)methyl)-3-chloro-6-methylphenyl)-N-cyclopropylpyrrolidin-3-carboxamid